5-[(3-fluorophenyl)methyl]-N-isopropyl-thiazole-2-carboxamide FC=1C=C(C=CC1)CC1=CN=C(S1)C(=O)NC(C)C